tert-butyl (2S)-4-[7-(8-chloro-1-naphthyl)-8-fluoro-2-methylsulfonyl-pyrido[4,3-d]pyrimidin-4-yl]-2-(cyanomethyl)piperazine-1-carboxylate ClC=1C=CC=C2C=CC=C(C12)C1=C(C=2N=C(N=C(C2C=N1)N1C[C@@H](N(CC1)C(=O)OC(C)(C)C)CC#N)S(=O)(=O)C)F